ClC1=NC(=NC(=N1)C1=C(C=CC=C1)C1=CC2=C(OC3=C2C=CC=C3)C=C1)C1=CC(=CC=C1)[Si](C1=CC=CC=C1)(C1=CC=CC=C1)C1=CC=CC=C1 2-chloro-4-(2-(dibenzo[b,d]furan-2-yl)phenyl)-6-(3-(triphenylsilyl)phenyl)-1,3,5-triazine